4-(3-amino-5-(4-methyl-3-(3-(piperidin-1-yl)propanamido)phenoxy)phenyl)-N-ethyl-6-methyl-7-oxo-6,7-dihydro-1H-pyrrolo[2,3-c]pyridine-2-carboxamide NC=1C=C(C=C(C1)OC1=CC(=C(C=C1)C)NC(CCN1CCCCC1)=O)C=1C2=C(C(N(C1)C)=O)NC(=C2)C(=O)NCC